5-(Pyrimidin-4-yloxy)isoindoline HCl Cl.N1=CN=C(C=C1)OC=1C=C2CNCC2=CC1